anti-Pseudouridine [C@@H]1([C@H](O)[C@H](O)[C@@H](CO)O1)C1=CNC(=O)NC1=O